O1-tert-butyl O2-methyl (2S,4S)-4-[tert-butoxycarbonyl-[6-[5-[3-(1,3-dioxoisoindolin-2-yl)propyl]-1-methyl-pyrazol-4-yl]oxy-2-pyridyl]amino]pyrrolidine-1,2-dicarboxylate C(C)(C)(C)OC(=O)N([C@H]1C[C@H](N(C1)C(=O)OC(C)(C)C)C(=O)OC)C1=NC(=CC=C1)OC=1C=NN(C1CCCN1C(C2=CC=CC=C2C1=O)=O)C